Methyl 2-(4-oxocyclohexylidene)acetate O=C1CCC(CC1)=CC(=O)OC